C(C)(C)(C)OC(NCC[C@H]1CN(C(O1)=O)C1=NC2=C(OCC(N2)=O)N=C1)=O.CC=1C=C(C=CC1)C1=CC=C(C=C1)C1=CC(=CC(=C1)C1=CC=C(C=C1)C1=CC(=CC=C1)C)C1=CC=C(C=C1)C1=CC(=CC=C1)C 1,3,5-tris[4-(3-methylphenyl)phenyl]benzene tert-butyl-N-[2-[(5S)-2-oxo-3-(3-oxo-4H-pyrazino[2,3-b][1,4]oxazin-6-yl)oxazolidin-5-yl]ethyl]carbamate